C1(CC1)C1=CC(=C(C=C1)NC1=C2C(=NC(=C1)NC(=O)[C@H]1[C@H](C1)F)NN(C2=O)C)S(=O)(=O)C (1S,2S)-N-(4-((4-cyclopropyl-2-(methylsulfonyl)phenyl)amino)-2-methyl-3-oxo-2,3-dihydro-1H-pyrazolo[3,4-b]pyridin-6-yl)-2-fluorocyclopropane-1-carboxamide